C1(CC1)CN1C(=CC=2C1=NC(=CC2)C=2C=NC(=CC2)S(=O)(=O)C)C2=NC1=C(N2C)C(=CC(=C1)C(=O)N1C[C@@H](C[C@H](C1)F)N)OC (3R,5R)-1-{2-[1-(cyclopropylmethyl)-6-(6-methanesulfonylpyridin-3-yl)-1H-pyrrolo[2,3-b]pyridin-2-yl]-7-methoxy-1-methyl-1H-1,3-benzodiazole-5-carbonyl}-5-fluoropiperidin-3-amine